N-(5-(((1r,4r)-7-oxabicyclo[2.2.1]heptan-1-yl)methoxy)-4-((2-(1,1-difluoroethyl)-6-methylpyrimidin-4-yl)amino)pyridin-2-yl)acetamide C12(CCC(CC1)O2)COC=2C(=CC(=NC2)NC(C)=O)NC2=NC(=NC(=C2)C)C(C)(F)F